COC=1C(=C2C=CNC2=C(C1)C)CN1[C@@H](CC(CC1)C1=CC(=NS1)C)C1=CC=C(C(=O)O)C=C1 (S)-4-(1-((5-methoxy-7-methyl-1H-indol-4-yl)methyl)-4-(3-methylisothiazole-5-yl)piperidin-2-yl)benzoic acid